N-phenyl-3-(2-pyridyl)-2-benzyl-4-phenylpyrrole C1(=CC=CC=C1)N1C(=C(C(=C1)C1=CC=CC=C1)C1=NC=CC=C1)CC1=CC=CC=C1